C(=O)C=1C=C(C2=C(N=C(O2)C=2C(=C(C=CC2)C2=C(C(=CC=C2)NC=2N=CC=C3C=C(C=NC23)CN2C[C@@H](CC2)O)C)C)C1)C#N (R)-5-formyl-2-(3'-(3-((3-hydroxypyrrolidin-1-yl)methyl)-1,7-naphthyridin-8-ylamino)-2,2'-dimethylbiphenyl-3-yl)benzo[d]oxazole-7-carbonitrile